N=1C=CN2C1N=CC(=C2)C=2C=CN1N=C(N=CC12)NC1CC2(COC2)C1 5-(Imidazo[1,2-a]pyrimidin-6-yl)-N-(2-oxaspiro[3.3]heptane-6-yl)pyrrolo[2,1-f][1,2,4]triazin-2-amine